O=C1C(NC2=CC=CC=C12)=O dioxoindole